C(C)(=O)C1=NN(C2=CC=C(C=C12)C=1C=NC(=NC1)C)CC(=O)N1[C@@H]2C[C@@]2(C[C@H]1C(=O)NC=1C=C(C(=O)O)C=C(N1)Br)C 2-((1R,3S,5R)-2-(2-(3-acetyl-5-(2-methylpyrimidin-5-yl)-1H-indazol-1-yl)acetyl)-5-methyl-2-azabicyclo[3.1.0]hexane-3-carboxamido)-6-bromoisonicotinic acid